pyrimidin-2-ylbenzene-1,4-diamine N1=C(N=CC=C1)C1=C(C=CC(=C1)N)N